COC1C(COC1)N(C(O)=O)C=1N=CC2=C(C(=C(C=C2C1)C1=C(C2=C(OCCN2)N=C1)C)F)N.N1(CCCC1)CCC[SiH2]C(OC)OC 3-(1-pyrrolidinyl)propyl(dimethoxy)methylsilane 4-Methoxytetrahydrofuran-3-yl(8-amino-7-fluoro-6-(8-methyl-2,3-dihydro-1H-pyrido[2,3-b][1,4]oxazin-7-yl)isoquinolin-3-yl)carbamate